COC1=C(C=C2C(=CC=NC2=C1)OC1=CC2=CC=CC(=C2C=C1)C(NC1=C(C=CC=C1)OC)=O)C(=O)N 7-methoxy-4-((5-((2-methoxyphenyl)carbamoyl)naphthalen-2-yl)oxy)quinoline-6-carboxamide